FC1=CC=C(C=C1)C=1N=CN(C1C=1SC=C(N1)C(=O)NC1=NC=C(C=C1)C1CN(C1)C)C(C)C 2-(4-(4-fluorophenyl)-1-isopropyl-1H-imidazol-5-yl)-N-(5-(1-methylazetidin-3-yl)pyridin-2-yl)thiazole-4-carboxamide